3-acetamido-1-(4-vinylbenzyl)-1H-1,2,4-triazole C(C)(=O)NC1=NN(C=N1)CC1=CC=C(C=C1)C=C